C(C)(C)(C)OC(=O)N\C(\NCCN1C2=CC=C(C=C2C=2C=C(C=CC12)Cl)C1=CC(=C(C=C1)Cl)Cl)=N/C(OC(C)(C)C)=O (Z)-tert-butyl (tert-butoxycarbonylamino)(2-(3-chloro-6-(3,4-dichlorophenyl)-9H-carbazol-9-yl)ethylamino)methylenecarbamate